C(C)(C)(C)N1C=C(C=C1)C(=O)NCC1=NC(=NO1)C1=NN2C(C=NC=C2N[C@H]2[C@H](CN(CC2)C)F)=C1CC(F)(F)F 1-(tert-butyl)-N-((3-(7-(((3S,4R)-3-fluoro-1-methylpiperidin-4-yl)amino)-3-(2,2,2-trifluoroethyl)pyrazolo[1,5-a]pyrazin-2-yl)-1,2,4-oxadiazol-5-yl)methyl)-1H-pyrrole-3-carboxamide